FC=1C=C(C=CC1F)[Ni] 3,4-difluorophenyl-nickel